(2-(bis(2,4-dimethoxybenzyl)amino)-5,7-difluorobenzo[d]oxazol-4-yl)boronic acid COC1=C(CN(C=2OC3=C(N2)C(=C(C=C3F)F)B(O)O)CC3=C(C=C(C=C3)OC)OC)C=CC(=C1)OC